(7-oxa-4-azaspiro[2.5]octan-4-yl)((1R,4r)-4-(4-((R)-3-((2,5,7-trimethyl-[1,2,4]triazolo[1,5-a]pyrimidin-6-yl)oxy)pyrrolidin-1-yl)phenyl)cyclohexyl)methanone C1CC12N(CCOC2)C(=O)C2CCC(CC2)C2=CC=C(C=C2)N2C[C@@H](CC2)OC=2C(=NC=1N(C2C)N=C(N1)C)C